ClC1=C2C(=C(N=N1)N[C@H]1CNCCC1)C=NC=C2 (R)-1-chloro-N-(piperidin-3-yl)pyridino[3,4-d]pyridazin-4-amine